ClCC(C(=O)O)O 3-chloro-2-hydroxypropionic acid